O1C(=NC2=C1C=CC=C2)NC2=NC1=C(N2C)C=CC(=C1)C(=O)NCCN1CCCC1 2-(benzo[d]oxazol-2-ylamino)-1-methyl-N-(2-(pyrrolidin-1-yl)ethyl)-1H-benzo[d]imidazole-5-carboxamide